P.BrC bromomethane phosphine salt